3-(methylsulfonyloxymethyl)-3-methyloxetan CS(=O)(=O)OCC1(COC1)C